3-(1H-Benzo[d]imidazol-6-yl)-2-(4-fluorophenyl)thiazolidin-4-on N1C=NC2=C1C=C(C=C2)N2C(SCC2=O)C2=CC=C(C=C2)F